2-((6-methoxypyridin-3-yl)methyl)-6-(5-methylpyridin-2-ylsulfonyl)phthalazin-1(2H)-one COC1=CC=C(C=N1)CN1C(C2=CC=C(C=C2C=N1)S(=O)(=O)C1=NC=C(C=C1)C)=O